CN1C(C=CC2=C1N=C(N=C2)SC)=O 8-methyl-2-(methylthio)pyrido[2,3-d]pyrimidin-7(8H)-one